3-fluoro-5-((1,3,3,4,4-pentafluoro-2a-hydroxy-1-methyl-2,2a,3,4-tetrahydro-1H-cyclopenta[cd]inden-7-yl)oxy)benzonitrile FC=1C=C(C#N)C=C(C1)OC1=CC=C2C=3C(CC(C13)(C)F)(C(C2(F)F)(F)F)O